C(C1=CC=CC=C1)(=O)OC=1C=C2C=CN(C2=CC1)C1OC(OC1)=O 4-(5-(benzoyloxy)-1H-indol-1-yl)-1,3-dioxolan-2-one